C(C(=C)C)(=O)OCCCCC Pentyl methacrylate